tert-Butyl 4-[2-(6-oxo-2,7-diazaspiro[4.6]undecan-2-yl)-4-pyridyl]piperazine-1-carboxylate O=C1C2(CCN(C2)C2=NC=CC(=C2)N2CCN(CC2)C(=O)OC(C)(C)C)CCCCN1